1,1,1,5,5,5-hexafluoro-2-(trifluoromethyl)pentane FC(C(CCC(F)(F)F)C(F)(F)F)(F)F